4-(6-bromo-5-isopropoxybenzo[d]thiazol-2-yl)cyclohex-3-ene-1-carbaldehyde BrC1=CC2=C(N=C(S2)C2=CCC(CC2)C=O)C=C1OC(C)C